tri(3,4-dimethoxyphenyl)phosphine COC=1C=C(C=CC1OC)P(C1=CC(=C(C=C1)OC)OC)C1=CC(=C(C=C1)OC)OC